N-(benzenesulfonyl)-6-[3-(cyclopropoxy)pyrazol-1-yl]-2-[(4S)-2,2,4-trimethylpyrrolidin-1-yl]Pyridine-3-carboxamide C1(=CC=CC=C1)S(=O)(=O)NC(=O)C=1C(=NC(=CC1)N1N=C(C=C1)OC1CC1)N1C(C[C@@H](C1)C)(C)C